2-(4'-bromo-[1,1'-biphenyl]-3-yl)-4,6-biphenyl BrC1=CC=C(C=C1)C1=CC(=CC=C1)C1=CC=CC(=C1)C1=CC=CC=C1